3,4-dihydroxy-5-nitrobenzamide OC=1C=C(C(=O)N)C=C(C1O)[N+](=O)[O-]